C(C)N1N(C(=C(N1)C(=O)O)C)C1=C(C=C(C=C1)C(F)(F)F)F.FC1=C(C=CC(=C1)C(F)(F)F)N1N=NC(=C1C)C(=O)OCC ethyl 1-(2-fluoro-4-(trifluoromethyl) phenyl)-5-methyl-1H-1,2,3-triazole-4-carboxylate [ethyl 1-(2-fluoro-4-(trifluoromethyl) phenyl)-5-methyl-1H-1,2,3-triazole-4-carboxylate]